5-chloro-1-methyl-7-(pyrrolidin-1-yl)-1H-pyrazolo[4,3-b]pyridine ClC1=CC(=C2C(=N1)C=NN2C)N2CCCC2